NC1=CC=C2C(=N1)C(=CS2)C2=C(C=C1C(=NC(=NC1=C2F)OC[C@]21CCCN1C[C@@H](C2)F)N2CCC(CCC2)C(=O)O)Cl (7-(5-aminothieno[3,2-b]pyridin-3-yl)-6-chloro-8-fluoro-2-(((2R,7aS)-2-fluorotetrahydro-1H-pyrrolizin-7a(5H)-yl)methoxy)quinazolin-4-yl)azepane-4-carboxylic acid